N-methyl-2-phenoxyethan-1-amine hydrochloride Cl.CNCCOC1=CC=CC=C1